3-(bromomethyl)-1-(2-chlorophenyl)-5-(3,5-dimethoxyphenyl)-1H-pyrazole BrCC1=NN(C(=C1)C1=CC(=CC(=C1)OC)OC)C1=C(C=CC=C1)Cl